S(=O)(=O)(C1=CC=C(C)C=C1)NN=CC12C3C4C5(C(C14)C2C53)NC(OC(C)(C)C)=O tert-butyl (4-((2-tosylhydrazono)methyl)cuban-1-yl)carbamate